S-nitrosoacetylpenicillamine N(=O)CC(=O)SC([C@H](N)C(=O)O)(C)C